BrC1=C(C=C(C2=C1N=N[Se]2)Br)F 4,7-dibromo-5-fluoro-benzoselenadiazole